methyl 1-methyl-cyclobutanecarboxylate CC1(CCC1)C(=O)OC